N-((1S)-1-(1-(6-(((diethylamino)(methyl)(oxo)-λ6-sulfaneylidene)amino)pyrimidin-4-yl)-1H-1,2,4-triazol-5-yl)ethyl)-3,5-bis(trifluoromethyl)benzamide C(C)N(CC)S(=O)(C)=NC1=CC(=NC=N1)N1N=CN=C1[C@H](C)NC(C1=CC(=CC(=C1)C(F)(F)F)C(F)(F)F)=O